CCCCCCCCC(CCCCCCCC)OC(CCCCN(CCCCCCCCC(=O)OCCC(C)C)CCO)=O Isopentyl 9-((5-(heptadecan-9-yloxy)-5-oxopentyl)(2-hydroxyethyl)amino)nonanoate